C(C)(C)(C)NS(=O)(=O)C=1C=C(C(=O)N(C)OC)C=CC1 3-(tert-butylsulfamoyl)-N-methoxy-N-methyl-benzamide